tert-butyl 3-(3-bromophenyl)-2-oxo-1,3,7-triazaspiro[4.4]nonane-7-carboxylate BrC=1C=C(C=CC1)N1C(NC2(C1)CN(CC2)C(=O)OC(C)(C)C)=O